2-((4-cyanophenethyl) amino)-2-phenylacetate C(#N)C1=CC=C(CCNC(C(=O)[O-])C2=CC=CC=C2)C=C1